N1(CCCC1)C12C(CN(CC1)C(=O)OC(C)(C)C)C(=NO2)C=2N=CSC2 tert-butyl 7a-(pyrrolidin-1-yl)-3-(1,3-thiazol-4-yl)-3aH,4H,5H,6H,7H,7aH-[1,2]oxazolo[4,5-c]pyridine-5-carboxylate